Cl.FC1=C(C=CC=C1C[C@@H]1NCC2(CC2)[C@@H]1NS(=O)(=O)C1CC1)C1=CC(=CC(=C1)F)F N-((6S,7S)-6-((2,3',5'-trifluoro-[1,1'-biphenyl]-3-yl)methyl)-5-azaspiro[2.4]heptan-7-yl)cyclopropanesulfonamide hydrochloride